C(#N)CC=1C=C(C(=O)O)C=C(C1)S(=O)(=O)C 3-(Cyanomethyl)-5-(methylsulfonyl)benzoic acid